3-[5-[4-(dimethoxymethyl)-1-piperidyl]-4-fluoro-1-oxo-isoindolin-2-yl]piperidine-2,6-dione COC(C1CCN(CC1)C=1C(=C2CN(C(C2=CC1)=O)C1C(NC(CC1)=O)=O)F)OC